N1=CC(=CC=C1)C(C)C1=C(C(=CC=C1)N)N (1-(pyridin-3-yl)ethyl)benzene-1,2-diamine